BrC=1C=CC2=C(N(C[C@@H](NC2)C)C)C1 (S)-8-bromo-1,3-dimethyl-3,4-dihydro-1H-benzo[e][1,4]diazepine